Cl.COC(C(C1=C(C=CC=C1)Cl)NCC)=O ethylamino-2-chlorophenyl-acetic acid methyl ester hydrochloride